C(C)(C)(C)OC(=O)N(C1=NC2=CC(=C(C=C2C=N1)Cl)C1CCN(CC1)[C@@]1(COC[C@@H]1O[Si](C1=CC=CC=C1)(C1=CC=CC=C1)C(C)(C)C)C)C(=O)OC(C)(C)C |r| (3R,4R) and (3S,4S)-N,N-bis(tert-butoxycarbonyl)-7-(1-(4-((tert-butyldiphenylsilyl)oxy)-3-methyltetrahydrofuran-3-yl)piperidin-4-yl)-6-chloroquinazolin-2-amine